(2-bromovinyl)(4-methoxyphenyl)sulfane BrC=CSC1=CC=C(C=C1)OC